6-chloro-N-(2-(2,2-difluoroethoxy)-4-methoxypyrimidin-5-yl)-1H-indole-3-sulfonamide ClC1=CC=C2C(=CNC2=C1)S(=O)(=O)NC=1C(=NC(=NC1)OCC(F)F)OC